N-(5-fluoro-quinolin-8-yl)-1-methyl-1H-imidazole-2-sulfonamide FC1=C2C=CC=NC2=C(C=C1)NS(=O)(=O)C=1N(C=CN1)C